6-(5H-Imidazo[5,1-a]isoindol-5-yl)-4,5,6,7-tetrahydro-1H-indazol-7-ol C=1N=CN2C1C1=CC=CC=C1C2C2CCC=1C=NNC1C2O